N-(4-(4-(methylsulfonyl)-piperazin-1-yl)pyridin-2-yl)-6-(pyridin-4-yl)-benzo[d]thiazol-2-amine CS(=O)(=O)N1CCN(CC1)C1=CC(=NC=C1)NC=1SC2=C(N1)C=CC(=C2)C2=CC=NC=C2